(S)-7-((S)-5-Chloro-6-fluoro-2-phenyl-2-((S)-pyrrolidin-2-yl)-2,3-dihydrobenzofuran-4-yl)-8-fluoro-1,2,3,4-tetrahydroquinoline-6-carboxamide ClC=1C(=CC2=C(C[C@@](O2)([C@H]2NCCC2)C2=CC=CC=C2)C1C1=C(C=C2CCCNC2=C1F)C(=O)N)F